(4-chloro-7-(2,4-dimethoxybenzyl)-5-methyl-6,7-dihydro-5H-pyrrolo[2,3-d]pyrimidin-5-yl)methyl methanesulfonate CS(=O)(=O)OCC1(CN(C=2N=CN=C(C21)Cl)CC2=C(C=C(C=C2)OC)OC)C